tert-butyl (2-(4-((4S,5R)-4,5-bis(4-chlorophenyl)-2-(2-isopropoxy-4-methoxyphenyl)-4,5-dihydro-1H-imidazole-1-carbonyl)piperazin-1-yl)ethyl)carbamate ClC1=CC=C(C=C1)[C@@H]1N=C(N([C@@H]1C1=CC=C(C=C1)Cl)C(=O)N1CCN(CC1)CCNC(OC(C)(C)C)=O)C1=C(C=C(C=C1)OC)OC(C)C